tricyclohexyl-phosphoric acid C1(CCCCC1)OP(OC1CCCCC1)(OC1CCCCC1)=O